C(CCCCCCCC)OCOCCCC(CC(CC(CC(C)Br)C)C)C 10-bromo-4,6,8-trimethylundecyl nonoxymethyl ether